6-(6-chloro-4-(2-methoxyethoxy)pyrazolo[1,5-a]pyridin-2-yl)-2-methoxyimidazo[2,1-b][1,3,4]thiadiazole ClC=1C=C(C=2N(C1)N=C(C2)C=2N=C1SC(=NN1C2)OC)OCCOC